NCCNCCNCCCC N1-(2-aminoethyl)-N2-butylethane-1,2-diamine